2-bromo-4-chloro-5-fluoro-6-methoxybenzo[d]thiazole BrC=1SC2=C(N1)C(=C(C(=C2)OC)F)Cl